C(C)C1=NCN(C2=CC=CC=C12)S(=O)(=O)C1=CC=C(C)C=C1 4-ethyl-1-tosyl-1,2-dihydroquinazoline